3-mercaptohexylacetate SC(CCOC(C)=O)CCC